racemic-tert-butyl (1S,2R,3R,5R)-2-fluoro-3-((3-(methylthio)-1,2,4-triazin-6-yl)amino)-8-azabicyclo[3.2.1]octane-8-carboxylate F[C@H]1[C@@H]2CC[C@H](C[C@H]1NC1=CN=C(N=N1)SC)N2C(=O)OC(C)(C)C |r|